COC1=C(C=C(C(=C1)C)OC)CC(CC)N (2,5-dimethoxy-4-methylphenyl)-2-aminobutane